(S)-1-(3-fluoro-4-chlorophenyl)ethan-1-amine hydrochloride Cl.FC=1C=C(C=CC1Cl)[C@H](C)N